N2-methyl-6-(pyrrolidin-1-yl)pyrido[3,4-d]pyrimidine-2,4-diamine CNC=1N=C(C2=C(N1)C=NC(=C2)N2CCCC2)N